N-[(5-methylfuran-2-yl)methyl]-3-{[5-(5-methylfuran-2-yl)pyrimidin-2-yl]amino}benzamide CC1=CC=C(O1)CNC(C1=CC(=CC=C1)NC1=NC=C(C=N1)C=1OC(=CC1)C)=O